non-7-ene-2,3-dicarboxylate CC(C(CCCC=CC)C(=O)[O-])C(=O)[O-]